FC1=CC(=C(C(=C1)OC)S(=O)(=O)NC1=NOC2=C1C(=C1CCC(C1=C2)N2N=CC=C2)OC)OC 4-fluoro-2,6-dimethoxy-N-(4-methoxy-7-(1H-pyrazol-1-yl)-6,7-dihydro-5H-indeno[5,6-d]isoxazol-3-yl)benzenesulfonamide